NC1=CC(=C(C=C1)N1CCCCC1)F 1-(4-amino-2-fluorophenyl)piperidin